CC1=C(C(=O)NC2=C(C=C(C=C2)S(NC(C)C2CCN(CC2)C)(=O)=O)C)C=CC=C1 2-methyl-N-(2-methyl-4-(N-(1-(1-methylpiperidin-4-yl)ethyl)sulfamoyl)phenyl)benzamide